C(C)S(=O)(CC)=NC1CCC(CC1)CNC1=C(C=C(C=N1)S(=O)(=O)N)[N+](=O)[O-] 6-(((4-((diethyl(oxo)-λ6-sulfanylidene)amino)cyclohexyl)methyl)amino)-5-nitropyridine-3-sulfonamide